1,3,3,7-Tetramethyl-5-(3-methylbut-2-en-1-yl)octahydrobenzo[c]isoxazol CN1OC(C2C1C(CC(C2)CC=C(C)C)C)(C)C